(R,E)-N-(1-(3,4-dimethoxyphenyl)ethyl)-3-(5-(4-(4-methylpiperazin-1-yl)phenyl)-1H-pyrrolo[2,3-b]pyridin-3-yl)acrylamide COC=1C=C(C=CC1OC)[C@@H](C)NC(\C=C\C1=CNC2=NC=C(C=C21)C2=CC=C(C=C2)N2CCN(CC2)C)=O